OC(C)C1=C2N=CC=NC2=C(C=C1CNC(OC(C)(C)C)=O)C1=CC=C(C=C1)OC(F)(F)F tert-butyl ((5-(1-hydroxyethyl)-8-(4-(trifluoromethoxy)phenyl)quinoxalin-6-yl)methyl)carbamate